C[Si](C)(C)C=C1C=CC=C1[Hf]C1=CC=CC1=C[Si](C)(C)C bis(trimethylsilylmethylenecyclopentadienyl)hafnium